ClC=1C=C(C(=O)O)C=C(C1OC)S(NC1=CC(=CC(=C1)C(F)(F)F)C1=C(C=CC(=C1)F)CO)(=O)=O 3-chloro-5-[[3-[5-fluoro-2-(hydroxymethyl)phenyl]-5-(trifluoromethyl)phenyl]sulfamoyl]-4-methoxy-benzoic acid